(E,E)-10,12-tetradecadienol C(CCCCCCCC\C=C\C=C\C)O